FC1CN(C1)CCO 2-(3-Fluoroazetidin-1-yl)ethanol